4-((tetrahydrofuran-3-yl)oxy)-5-(trifluoromethyl)pyrimidin-2-amine O1CC(CC1)OC1=NC(=NC=C1C(F)(F)F)N